F[C@@H]1C[C@@]2(CCCN2C1)COC=1N=C(C2=C(N1)C(=C(N=C2)C2=CC(=CC1=CC=C(C(=C21)C#C)F)O)F)N2CCOC1CC21 4-(2-{[(2r,7as)-2-fluoro-hexahydro-1H-pyrrolizin-7a-yl]methoxy}-8-fluoro-4-{2-oxa-5-azabicyclo[4.1.0]hept-5-yl}pyrido[4,3-d]pyrimidin-7-yl)-5-ethynyl-6-fluoronaphthalen-2-ol